BrC1=C(C=C(C(=O)N2[C@@H](CC(=C(C2)NC(CC(C)C)=O)C(=O)OCC)C)C=C1)C(F)(F)F (R)-ethyl 1-(4-bromo-3-(trifluoromethyl) benzoyl)-2-methyl-5-(3-methylbutanamido)-1,2,3,6-tetrahydropyridine-4-carboxylate